N1=CC(=CC=C1)C1=NC(=NC=C1)NC1=CC2=C(C(=CC(O2)=O)CN2CCNCC2)C=C1 7-{[4-(pyridin-3-yl)pyrimidin-2-yl]amino}-4-(piperazin-1-ylmethyl)-2H-benzopyran-2-one